1-chloro-2,4-diisocyanato-xylene ClC1(C(C=C(C=C1)N=C=O)(C)N=C=O)C